(S)-2-(4-(6-((4-cyano-2-fluorobenzyl)oxy)pyridin-2-yl)-2,3-difluorobenzyl)-1-(oxetan-2-ylmethyl)-1H-benzo[d]imidazole-6-carboxylic acid C(#N)C1=CC(=C(COC2=CC=CC(=N2)C2=C(C(=C(CC3=NC4=C(N3C[C@H]3OCC3)C=C(C=C4)C(=O)O)C=C2)F)F)C=C1)F